[Si](C)(C)(C(C)(C)C)OC(C(CN1N=CC2=CC=CC(=C12)C(=O)O)OCCC1=CC=CC=C1)C1=CC(=C(C(=C1)OC)C)OC (3-((tert-Butyldimethylsilyl)oxy)-3-(3,5-dimethoxy-4-methylphenyl)-2-phenethyloxypropyl)-1H-indazole-7-carboxylic acid